4-[(E)-3-(2-Hydroxy-4-methoxyphenyl)-3-oxoprop-1-enyl]-N-(2-hydroxyphenyl)benzamide OC1=C(C=CC(=C1)OC)C(/C=C/C1=CC=C(C(=O)NC2=C(C=CC=C2)O)C=C1)=O